C(CCCCC)C1=CC=C(C=C1)C(C)=O p-hexylacetophenone